5'-methyl-2'-(prop-1-en-2-yl)-4-propyl-1',2',3',4'-tetrahydro-[1,1-biphenyl]-2,6-diol CC=1CCC(C(C1)C=1C(=CC(=CC1O)CCC)O)C(=C)C